C[Si](OC(C(F)(F)F)=O)(OC(C(F)(F)F)=O)OC(C(F)(F)F)=O methyl-tri(trifluoroacetoxy)silane